1-o-methylphenyl-4-p-methylphenyl-1,2,3-triazole CC1=C(C=CC=C1)N1N=NC(=C1)C1=CC=C(C=C1)C